tert-butyl 2-(4-(4-(3-(hydroxyamino) prop-1-yn-1-yl)phenyl)-2,3,9-trimethyl-6H-thieno[3,2-f][1,2,4]triazolo[4,3-a][1,4]diazepin-6-yl)acetate ONCC#CC1=CC=C(C=C1)C1=NC(C=2N(C3=C1C(=C(S3)C)C)C(=NN2)C)CC(=O)OC(C)(C)C